6-bromo-1H-indol-3-amine BrC1=CC=C2C(=CNC2=C1)N